tert-butyl ({2-[6-(4,5-diethyl-4H-1,2,4-triazol-3-yl)pyridin-2-yl]-6-[(2R)-2-methylpyrrolidin-1-yl]-1-oxo-2,3-dihydro-1H-pyrrolo[3,4-c]pyridin-4-yl}methyl)methylcarbamate C(C)N1C(=NN=C1CC)C1=CC=CC(=N1)N1CC=2C(=NC(=CC2C1=O)N1[C@@H](CCC1)C)CN(C(OC(C)(C)C)=O)C